C(C(=C)C)(=O)OCCS(=O)(=O)O 2-(methacryloyl)oxyethanesulfonic acid